ClC=1C=C(CNCCCCOCCOC2=NC=3C=C(C=CC3C3=C2N=CN=C3)C(=O)O)C=C(C1Cl)OC(F)(F)F 5-(2-(4-((3,4-Dichloro-5-(trifluoromethoxy)benzyl)amino)butoxy)ethoxy)pyrimido[4,5-c]quinoline-8-carboxylic acid